6-(5-chloro-2-fluorophenyl)-N3,N3-dimethylpyridazine-3,4-diamine ClC=1C=CC(=C(C1)C1=CC(=C(N=N1)N(C)C)N)F